3-(cyclopropylmethoxy)-N-(5-((2-(piperidin-1-yl)pyrimidin-5-yl)oxy)thiazol-2-yl)cyclobutane-1-carboxamide C1(CC1)COC1CC(C1)C(=O)NC=1SC(=CN1)OC=1C=NC(=NC1)N1CCCCC1